FC(C1=CC(=NN1)C(=O)OC)(F)F methyl 5-(trifluoromethyl)-1H-pyrazole-3-carboxylate